[Na+].CC(N)(C)C(=O)[O-] 2-methylalanine sodium salt